[(2S)-4-(6-Aminopyridazin-3-yl)-1-[2,5-difluoro-4-(4-fluorophenoxy)benzoyl]piperidin-2-yl]methanol NC1=CC=C(N=N1)C1C[C@H](N(CC1)C(C1=C(C=C(C(=C1)F)OC1=CC=C(C=C1)F)F)=O)CO